(1S,2R)-2-(3-(3-((tert-butyldiphenylsilyl)oxy)-2,2-dimethylpropyl)-1-ethyl-2-(2-((RS)-1-methoxyethyl)pyridin-3-yl)-1H-indol-5-yl)cyclopropyl methanesulfonate CS(=O)(=O)O[C@@H]1[C@H](C1)C=1C=C2C(=C(N(C2=CC1)CC)C=1C(=NC=CC1)[C@@H](C)OC)CC(CO[Si](C1=CC=CC=C1)(C1=CC=CC=C1)C(C)(C)C)(C)C |&1:25|